C(C(C)C)(=O)OCCC=1CS(OC1)(=O)=O 2-(2,2-dioxido-3H-1,2-oxathiol-4-yl)ethyl isobutyrate